C1(=NC=CC2=CC=CC=C12)N[C@H](C(=O)OC)CCN(CCCCC1=NC=2NCCCC2C=C1)CCOC Methyl (S)-2-(isoquinolin-1-ylamino)-4-((2-methoxyethyl)(4-(5,6,7,8-tetrahydro-1,8-naphthyridin-2-yl)butyl)amino)butanoate